(S)-6-(6-(2-hydroxypropan-2-yl)pyridin-3-yl)-4-((tetrahydrofuran-2-yl)methyl)-3,4-dihydropyrazino[2,3-b]pyrazin-2(1H)-one OC(C)(C)C1=CC=C(C=N1)C=1N=C2C(=NC1)NC(CN2C[C@H]2OCCC2)=O